FC1=CC(=CC=2NC=NC21)C(=O)O 4-fluoro-1H-benzo[d]imidazole-6-carboxylic acid